5-(2-(dimethylamino)ethyl)-3-(1-(6-methoxy-3,4-dihydro-2H-benzo[b][1,4]oxazin-7-yl)-6-(pyrazolo[1,5-a]pyrimidin-3-yl)-1H-pyrazolo[4,3-c]pyridin-3-yl)oxazolidin-2-one CN(CCC1CN(C(O1)=O)C1=NN(C2=C1C=NC(=C2)C=2C=NN1C2N=CC=C1)C=1C(=CC2=C(OCCN2)C1)OC)C